1-(4-{2-[1-(3-Methoxy-propyl)-1H-pyrazol-4-ylamino]-thiazol-4-yl}-phenyl)-imidazolidin-2-one COCCCN1N=CC(=C1)NC=1SC=C(N1)C1=CC=C(C=C1)N1C(NCC1)=O